ClC1=C(C=C2CCN(C2=C1)C([C@H](C1=CC=C(C=C1)Cl)NC=1C=C(OC2CC(C2)C(=O)O)C=C(C1)OC)=O)OC (1s,3s)-3-(3-((2-(6-chloro-5-methoxyindolin-1-yl)-1-(4-chlorophenyl)-2-oxoethyl)amino)-5-methoxyphenoxy)cyclobutanecarboxylic acid